6-(5-(Thiophen-2-yl)isoxazole-3-carboxamido)hexyl 5-((3aS,4S,6aR)-2-oxohexahydro-1H-thieno[3,4-d]imidazol-4-yl)pentanoate O=C1N[C@H]2[C@@H](N1)CS[C@H]2CCCCC(=O)OCCCCCCNC(=O)C2=NOC(=C2)C=2SC=CC2